4-chloro-2,2,6,6-tetramethylpiperidine ClC1CC(NC(C1)(C)C)(C)C